C1S(CC12CC(C2)C#N)(=O)=O 2-thiaspiro[3.3]heptane-6-carbonitrile 2,2-dioxide